4-Amino-N-(2-hydroxyethyl)benzamide C1=CC(=CC=C1C(=O)NCCO)N